4-(2-aminoethyl)-7-((4'-(trifluoromethyl)-3',4'-dihydro-[1,1'-biphenyl]-4-yl)amino)-2H-benzo[b][1,4]oxazin-3(4H)-one NCCN1C2=C(OCC1=O)C=C(C=C2)NC2=CC=C(C=C2)C2=CCC(C=C2)C(F)(F)F